N1=C(C=CC=C1)\C=N\N=C\C=1SC=CN1 (E)-((((E)-pyridin-2-ylmethylene)hydrazono)methyl)thiazole